N1(C=CC2=NC=CC=C21)C[C@@H]2N(CCC2)C2=C(C=C1C(C(=CN(C1=C2)C2=CC=C(C=C2)O)C(=O)O)=O)F (R)-7-(2-((1H-pyrrolo[3,2-b]pyridin-1-yl)methyl)pyrrolidin-1-yl)-6-fluoro-1-(4-hydroxyphenyl)-4-oxo-1,4-dihydroquinoline-3-carboxylic acid